C(#C)C1=NNC2=CC(=C(C=C12)C#N)OCCOC 3-Ethynyl-6-(2-methoxy-ethoxy)-1H-indazole-5-carbonitrile